O1CC(CC1)ON1N=C2C=CC(=CC2=C1)C(=O)N ((tetrahydrofuran-3-yl)oxy)-2H-indazole-5-carboxamide